5-Amino-1-[(1R*,2R*)-2-hydroxycyclopentyl]-3-[4-[[(2-methoxybenzoyl)amino]methyl]phenyl]pyrazole-4-carboxamide NC1=C(C(=NN1[C@H]1[C@@H](CCC1)O)C1=CC=C(C=C1)CNC(C1=C(C=CC=C1)OC)=O)C(=O)N |o1:6,7|